methoxy-2,4,5-trimethyl-1,2,3,6-tetrahydro-1,1'-biphenyl COC1(C(CC(=C(C1)C)C)C)C1=CC=CC=C1